methyl 3-ethoxy-1-(4-(trifluoromethyl)piperidin-1-yl)isoquinoline-6-carboxylate C(C)OC=1N=C(C2=CC=C(C=C2C1)C(=O)OC)N1CCC(CC1)C(F)(F)F